ClC1=C(C=CC(=C1F)Cl)C(=O)C1NC(CC2=C1N=NN2C2=NC=C(C=N2)F)C (2,4-Dichloro-3-fluorophenylcarbonyl)-1-(5-fluoropyrimidin-2-yl)-6-methyl-4,5,6,7-tetrahydro-1H-[1,2,3]triazolo[4,5-c]pyridine